COC(=O)C1=CC(=NO1)CC1CCN(CC1)C(=O)OC(C)(C)C tert-Butyl 4-[[5-(methoxycarbonyl)-1,2-oxazol-3-yl]methyl]piperidine-1-carboxylate